N1C(=CC2=CC=CC=C12)[C@H](N1CC2=CC=C(C=C2C1=O)C=1CCN(CC1)C(=O)OC(C)(C)C)C1=C(C=CC=C1)OC tert-butyl (R)-4-(2-((1H-indole-2-yl)(2-methoxyphenyl)methyl)-3-oxoisoindole-5-yl)-3,6-dihydropyridine-1(2H)-carboxylate